2-chloro-3-(pyrazin-2-yl)benzenethiol ClC1=C(C=CC=C1C1=NC=CN=C1)S